NC1(CCC1)C1=NN=C(S1)CNC=1C(=C(C=CC1)C1=C(C(=CC=C1)NCC=1SC(=NN1)C1(CCC1)N)C)C N3,N3'-bis((5-(1-aminocyclobutyl)-1,3,4-thiadiazol-2-yl)methyl)-2,2'-dimethyl-[1,1'-biphenyl]-3,3'-diamine